Pyrazole-2-carboxylic acid methyl ester COC(=O)N1N=CC=C1